Ethyl (S)-3-((tert-butoxycarbonyl)amino)-3-(4-fluoro-2',5-dimethyl-6'-(but-3-en-1-yloxy)-[1,1'-biphenyl]-3-yl)propanoate C(C)(C)(C)OC(=O)N[C@@H](CC(=O)OCC)C=1C=C(C=C(C1F)C)C1=C(C=CC=C1OCCC=C)C